NC1(COC1)CNC=1C2=C(N=C(N1)N1CCSC3=C(C1)C=CC=C3)CCN(C2)C 4-(4-(((3-aminooxetan-3-yl)methyl)amino)-6-methyl-5,6,7,8-tetrahydropyrido[4,3-d]pyrimidin-2-yl)-2,3,4,5-tetrahydrobenzo[f][1,4]thiazepine